2-(tert-butyl)-1'-(3-chloro-7-methyl-1H-indole-5-carbonyl)-5H-spiro[benzo[d]thiazole-6,4'-piperidin]-4(7H)-one C(C)(C)(C)C=1SC2=C(N1)C(CC1(CCN(CC1)C(=O)C=1C=C3C(=CNC3=C(C1)C)Cl)C2)=O